6-(3,5-dimethoxybenzylamino)-3-glucopyranosylpurine COC=1C=C(CNC2=C3N=CN=C3N(C=N2)C2[C@H](O)[C@@H](O)[C@H](O)[C@H](O2)CO)C=C(C1)OC